C(=O)(O)CCN1CC2=C(CC1)OC(=N2)C=2C(=C(C=CC2)C2=C(C(=CC=C2)C=2OC1=C(N2)C=C(C(=C1)OC(F)F)CN1[C@@H](CCC1)C(=O)O)C)C ((2-(3'-(5-(2-carboxyethyl)-4,5,6,7-tetrahydrooxazolo[4,5-c]pyridin-2-yl)-2,2'-dimethyl-[1,1'-biphenyl]-3-yl)-6-(difluoromethoxy)benzo[d]oxazol-5-yl)methyl)-L-proline